C1[C@H]([C@@H](C([C@@H]([C@H]1N=C(N)N)O)O)O)N=C(N)N The molecule is an amino cyclitol that is streptidine in which the hydroxy group between the two guanidino groups is replaced by hydrogen. It is an amino cyclitol, a member of guanidines and a triol. It derives from a streptidine.